BrC=1C=CC(=C(N)C1)N1C[C@H](N([C@H](C1)C)C)C 5-bromo-2-((3R,5S)-3,4,5-trimethylpiperazin-1-yl)aniline